t-Butoxycarbonyl-2-methylalanine C(C)(C)(C)OC(=O)NC(C)(C(=O)O)C